C(CCC)C1=CC=C(COC(CCC(=O)OCCCCCCN(CCCCCCCC(=O)OCCCCCCCCC)CCO)OCC2=CC=C(C=C2)CCCC)C=C1 nonyl 8-((6-((4,4-bis((4-butylbenzyl)oxy)butanoyl)oxy)hexyl)(2-hydroxyethyl)amino)octanoate